2-AMINO-3-FORMYLPYRIDINE NC1=NC=CC=C1C=O